Methyl (S)-3-(2'-(allyloxy)-4'-fluoro-6'-methyl-[1,1'-biphenyl]-3-yl)-3-((tert-butoxycarbonyl)amino)propanoate C(C=C)OC1=C(C(=CC(=C1)F)C)C1=CC(=CC=C1)[C@H](CC(=O)OC)NC(=O)OC(C)(C)C